NC(C)C=1C(=NC=CN1)N1N=CN=C1 1-{3-[1-Aminoethyl]pyrazin-2-yl}-1H-1,2,4-triazol